4-((S)-3-amino-3-methylpyrrolidin-1-yl)-N-(1-cyclopropylethyl)-5-(3,5-difluorophenyl)-6-methylnicotinamide N[C@@]1(CN(CC1)C1=C(C(=NC=C1C(=O)NC(C)C1CC1)C)C1=CC(=CC(=C1)F)F)C